3-(4-(benzothien-2-yl)-2H-1,2,3-triazol-2-yl)-1,3-diphenylpropan-1-one S1C(=CC2=C1C=CC=C2)C2=NN(N=C2)C(CC(=O)C2=CC=CC=C2)C2=CC=CC=C2